FC(S(=O)(=O)[O-])(F)F.FC(S(=O)(=O)[O-])(F)F.[Ti+2] titanium bis(trifluoromethanesulfonate)